2-(allyloxy)aniline tert-butyl-1-(1-ethoxy-3,5-dihydroxy-1-oxopentan-2-yl)hydrazine-1,2-dicarboxylate C(C)(C)(C)OC(=O)N(NC(=O)O)C(C(=O)OCC)C(CCO)O.C(C=C)OC1=C(N)C=CC=C1